(R)-N-(4-(chlorodifluoromethoxy)phenyl)-6-(3-fluoropyrrolidin-1-yl)-5-(pyrazin-2-yl)nicotinamide mesylate S(C)(=O)(=O)O.ClC(OC1=CC=C(C=C1)NC(C1=CN=C(C(=C1)C1=NC=CN=C1)N1C[C@@H](CC1)F)=O)(F)F